BrC1=C(C(=CC=C1)[N+](=O)[O-])C(C#N)C#N 2-(2-bromo-6-nitro-phenyl)malononitrile